C(C)(C)(C)OC(=O)C1=CC=NC2=CC=C(C=C12)N1C[C@H](CC1)C (S)-6-(3-methylpyrrolidin-1-yl)quinoline-4-carboxylic acid tert-butyl ester